BrC=1C=C(C=C(C1)C(F)(F)F)C(C)=O 1-(3-bromo-5-(trifluoromethyl)phenyl)ethan-1-one